ClC1=C(C=C(C=C1)S(=O)(=O)N[C@@H](CCC(=O)NCC(=O)N[C@@H](CC1=CC=NC=C1)C(=O)N[C@@H](CN(C1CCN(CC1)C)C)C(=O)NC1=CC=C(C=C1)C(N)=O)C(=O)O)C(F)(F)F N-[4-chloro-3-(trifluoromethyl)benzene-1-sulfonyl]-L-γ-glutamylglycyl-3-(pyridin-4-yl)-L-alanyl-N-(4-carbamoylphenyl)-3-[methyl(1-methylpiperidin-4-yl)amino]-L-alaninamide